FC1=C2C(=CC(=CC2=CC=C1F)O)C1=C(C=2N=C(N=C(C2C=N1)N1CC(CCC1)C1=NC(=NN1)C)OCC12CCCN2CCC1)F 5,6-difluoro-4-(8-fluoro-2-((hexahydro-1H-pyrrolizin-7a-yl)methoxy)-4-(3-(3-methyl-1H-1,2,4-triazol-5-yl)piperidin-1-yl)pyrido[4,3-d]pyrimidin-7-yl)naphthalen-2-ol